sodium N-dodecyliminodiacetate C(CCCCCCCCCCC)N(CC(=O)[O-])CC(=O)[O-].[Na+].[Na+]